NC1=C2N=CN(C2=NC(=N1)NC(=O)C1CC1)C1=C(C(=CC=C1)C1=NN(C=N1)C)OC N-(6-amino-9-(2-methoxy-3-(1-methyl-1H-1,2,4-triazol-3-yl)phenyl)-9H-purin-2-yl)cyclopropanecarboxamide